C(C)N1CC(C(CC1)O)O N-ethyl-3,4-piperidinediol